FC(C=1C=CC=2N(C1)C=C(N2)C(C(=O)N)C)F 2-(6-(difluoromethyl)imidazo[1,2-a]pyridin-2-yl)propanamide